3-amino-1-(9-(5-(4-fluoro-2-methoxyphenyl)imidazo[2,1-b][1,3,4]thiadiazol-2-yl)-1,4,9-triazaspiro[5.5]undec-4-yl)-3-methylbutan-1-one NC(CC(=O)N1CCNC2(C1)CCN(CC2)C2=NN1C(S2)=NC=C1C1=C(C=C(C=C1)F)OC)(C)C